NC1=C2N=CN(C2=NC(=N1)F)[C@@H]1O[C@]([C@H]([C@H]1O)OCC1=CC=CC=C1)(C=C)COCC1=CC=CC=C1 (2R,3R,4S,5R)-2-(6-amino-2-fluoro-9H-purin-9-yl)-4-(benzyloxy)-5-((benzyloxy)methyl)-5-vinyltetrahydrofuran-3-ol